2,2-bis(4-carbazole-9-ylphenyl)adamantane C1=CC=CC=2C3=CC=CC=C3N(C12)C1=CC=C(C=C1)C1(C2CC3CC(CC1C3)C2)C2=CC=C(C=C2)N2C3=CC=CC=C3C=3C=CC=CC23